3,4-diphenyl-ethoxybenzaldehyde C1(=CC=CC=C1)C=1C(=C(C=O)C=CC1C1=CC=CC=C1)OCC